F[C@@H]1[C@@H](C1)C(=O)NC1=NC=C2C=C(C(N(C2=C1)C)=O)C=1C=NC(=CC1C)[C@H](C)O (1S,2S)-2-fluoro-N-(3-[6-[(1S)-1-hydroxyethyl]-4-methylpyridin-3-yl]-1-methyl-2-oxo-1,6-naphthyridin-7-yl)cyclopropane-1-carboxamide